BrC1=C(C(=C(C=C1OC)OC)Br)C1=CC2=C(N=C(N=C2)NC2=CC=CC=C2)N(C1=O)C1CCN(CC1)C(\C=C\CN(C)C)=O (E)-6-(2,6-dibromo-3,5-dimethoxyphenyl)-8-(1-(4-(dimethylamino)-but-2-enoyl)piperidin-4-yl)-2-(phenylamino)pyrido[2,3-d]pyrimidin-7(8H)-one